N1NC(CCC1)=O tetrahydropyridazin-3(2H)-one